OC(C)CC(C)O (±)-2,4-dihydroxypentane